N-(4-sulfamoylphenyl)-1H-indazole-3-carboxamide S(N)(=O)(=O)C1=CC=C(C=C1)NC(=O)C1=NNC2=CC=CC=C12